ONC(=O)C=1C=CC=C2C([C@@H](NC12)C1=NC=C(C=C1)C(F)(F)F)(C)C |r| (R)- and (S)-N-hydroxy-3,3-dimethyl-2-(5-(trifluoromethyl)pyridin-2-yl)indoline-7-carboxamide